6-(3-fluoro-1H-indazol-6-yl)-N-(3-methoxy-4-morpholinylphenyl)-[1,2,4]triazolo[4,3-a]pyrazin-8-amine FC1=NNC2=CC(=CC=C12)C=1N=C(C=2N(C1)C=NN2)NC2=CC(=C(C=C2)N2CCOCC2)OC